C(C(=O)OC(C(C(=O)OC)(C)C)C=1C(=NC(=CC1C1=C(C=C(C=C1)F)F)Cl)Cl)(=O)OCC ethyl 1-(2,6-dichloro-4-(2,4-difluorophenyl) pyridin-3-yl)-3-methoxy-2,2-dimethyl-3-oxopropyl oxalate